N-(trans-3-((4-Methoxy-5-(1-methyl-1H-benzo[d][1,2,3]triazol-6-yl)pyrrolo[2,1-f][1,2,4]triazin-2-yl)amino)-1-methylcyclobutyl)acetamide COC1=NC(=NN2C1=C(C=C2)C=2C=CC1=C(N(N=N1)C)C2)NC2CC(C2)(C)NC(C)=O